tert-Butyl (2S)-4-(N-(2-((tert-butyldimethylsilyl)oxy)ethyl)-2,2,2-trifluoroacetamido)-2-phenylpiperidine-1-carboxylate [Si](C)(C)(C(C)(C)C)OCCN(C(C(F)(F)F)=O)C1C[C@H](N(CC1)C(=O)OC(C)(C)C)C1=CC=CC=C1